N[C@H](C1=CC=CC=C1)C(=O)[O-] |r| rac-phenylglycinate